(S)-2-(((5-Bromothiophen-2-yl)methyl)(methyl)amino)-N-(1-phenylethyl)acetamide BrC1=CC=C(S1)CN(CC(=O)N[C@@H](C)C1=CC=CC=C1)C